4-[(7-chloro-2-methoxybenzo[b][1,5]naphthyridin-10-yl)amino]-2,6-bis(pyrrolidin-1-ylmethyl)phenol tetraphosphate OP(O)(=O)OP(=O)(O)OP(=O)(O)OP(=O)(O)O.ClC=1C=CC=2C(=NC3=CC=C(N=C3C2NC2=CC(=C(C(=C2)CN2CCCC2)O)CN2CCCC2)OC)C1